C(C1=CC=CC=C1)C1(NCCC2=CC=CC=C12)S(=O)(=O)N 3-cis-benzyltetrahydroisoquinolinesulfonamide